C(CC1=CC=CC=C1)SC=1N=CC(=NC1)N1CCC2(CC1)CC1=CC=CC=C1C2 (5-(phenethylthio)pyrazin-2-yl)-1,3-dihydrospiro[indene-2,4'-piperidine]